((4-mercaptothiophen-3-yl)imino)dimethyl-lambda6-Thioketone SC=1C(=CSC1)N=S(C)(C)=C=O